ClC1=C(C=C2CN(C(C2=C1)=O)C1C(NC(CC1)=O)=O)C#N 6-chloro-2-(2,6-dioxopiperidin-3-yl)-1-oxoisoindoline-5-carbonitrile